3-Cyclopentyl-N-(2,6-dimethyl-4-morpholin-4-yl-phenyl)-propionamide C1(CCCC1)CCC(=O)NC1=C(C=C(C=C1C)N1CCOCC1)C